FC(S(=O)(=O)OC1=C(C(=C(C=C1)C=1C=NN(C1C1=NC=CC=C1)COCC[Si](C)(C)C)F)F)(F)F 2,3-difluoro-4-(5-(pyridin-2-yl)-1-((2-(trimethylsilyl)ethoxy)methyl)-1H-pyrazol-4-yl)phenyl trifluoromethanesulfonate